BrC1=CC=C(C=C1)C(/C=C/C1=CC(=C(OCC(=O)O)C=C1)OC)=O 2-[4-[(E)-3-(4-Bromophenyl)-3-oxoprop-1-enyl]-2-methoxyphenoxy]acetic acid